3-amino-6-(5-(3-amino-1,1,1-trifluoro-2-hydroxy-3-oxopropan-2-yl)-2-methylphenyl)-N-((1-cyanocyclobutyl)methyl)pyrazine-2-carboxamide trifluoroacetate FC(C(=O)O)(F)F.NC=1C(=NC(=CN1)C1=C(C=CC(=C1)C(C(F)(F)F)(C(=O)N)O)C)C(=O)NCC1(CCC1)C#N